bisglycidyl pimelate C(CCCCCC(=O)OCC1CO1)(=O)OCC1CO1